tert-butyl (S)-4-amino-2-(4-chloro-2-fluorophenyl)-6-(2-(1-methyl-1H-pyrazol-4-yl)morpholino)nicotinate NC1=CC(=NC(=C1C(=O)OC(C)(C)C)C1=C(C=C(C=C1)Cl)F)N1C[C@@H](OCC1)C=1C=NN(C1)C